[C@@H]1([C@H](O)[C@@H](O)[C@H](O)[C@H](O1)CO)OC[C@H]([C@H]([C@@H]([C@H](C=O)O)O)O)O 6-O-β-D-Glucopyranosyl-D-glucose